C[C@@H]1CN(C[C@H]2N1CC1=CC(=CC=C21)N2C[C@H]1OCCN[C@@H]1C2)C2=C1C=CC=NC1=C(C=C2)C#N 5-[(4R,10bS)-4-methyl-8-[(4aR,7aR)-3,4,4a,5,7,7a-hexahydro-2H-pyrrolo[3,4-b][1,4]oxazin-6-yl]-3,4,6,10b-tetrahydro-1H-pyrazino[2,1-a]isoindol-2-yl]quinoline-8-carbonitrile